C1(=CC=C(C=C1)S(=O)(=O)OCCOCCCCCOC1CCN(CC1)C(=O)OC(C)(C)C)C tert-butyl 4-[5-[2-(p-tolylsulfonyloxy)ethoxy]pentoxy]piperidine-1-carboxylate